OCC=1C=CC=2C(N1)=CN(N2)C2CN(C2)C(=O)OC(C)(C)C tert-Butyl 3-(5-(hydroxymethyl)-2H-pyrazolo[4,3-b]pyridin-2-yl)azetidine-1-carboxylate